7-ethyl-N-(1-isopropylpiperidin-4-yl)-5H-pyrrolo[3,2-d]pyrimidine-2-carboxamide C(C)C1=CNC2=C1N=C(N=C2)C(=O)NC2CCN(CC2)C(C)C